(2-((2-Fluorophenyl)amino)-6-(isoindoline-2-carbonyl)pyridin-4-yl)carbamic acid tert-butyl ester C(C)(C)(C)OC(NC1=CC(=NC(=C1)C(=O)N1CC2=CC=CC=C2C1)NC1=C(C=CC=C1)F)=O